FC(C1=CC=CC=2N1N=C(C2)[C@@H]2N(CCC1=C2N=CN1)C=1OC(=NN1)C1=C(C=CC=C1F)F)F (R)-2-(4-(7-(difluoromethyl)pyrazolo[1,5-a]pyridin-2-yl)-1,4,6,7-tetrahydro-5H-imidazo[4,5-c]pyridin-5-yl)-5-(2,6-difluorophenyl)-1,3,4-oxadiazole